S(=O)(=O)([O-])C1=CC=C(C)C=C1.[SH3+].CC=1C=CC=C(C1OCCOC=C)C 3,5-dimethyl-4-[2-(vinyloxy)ethoxy]benzene sulfonium tosylate